6-chloro-1H-imidazo[4,5-c]pyridine-4-carbonitrile ClC1=CC2=C(C(=N1)C#N)N=CN2